O=C1NC(CCC1N1CC2=CC=C(C(=C2C1=O)OCC)COC(NC1=CC=C(C=C1)OC1=CC=CC=C1)=O)=O.C[Si](CCC[Si](O)(C)C)(O)C 1,3-bis(dimethylhydroxysilyl)propane [2-(2,6-dioxopiperidin-3-yl)-4-ethoxy-3-oxo-2,3-dihydro-1H-isoindol-5-yl]methyl-N-(4-phenoxyphenyl)carbamate